C(C1=CC=CC=C1)OC=1C(=C(C=O)C=C(C1OCC1=CC=CC=C1)OCC1=CC=CC=C1)F 3,4,5-tris(benzyloxy)-2-fluorobenzaldehyde